FC1(CCN(CC1)C1=C(C=CC(=N1)NC(C1=C(C=C(C=C1)NS(=O)(=O)CCO)N1CCC2(CC2)CC1)=O)C=1C=NNC1)F N-(6-(4,4-difluoropiperidin-1-yl)-5-(1H-pyrazol-4-yl)pyridin-2-yl)-4-(2-hydroxyethylsulfonylamino)-2-(6-azaspiro[2.5]oct-6-yl)benzamide